N-(1-(4-(2-(2-Aminopyridin-3-yl)-5-phenyl-3H-imidazo[4,5-b]pyridin-3-yl)benzyl)azepan-4-yl)-3-formyl-4-hydroxybenzamide NC1=NC=CC=C1C1=NC=2C(=NC(=CC2)C2=CC=CC=C2)N1C1=CC=C(CN2CCC(CCC2)NC(C2=CC(=C(C=C2)O)C=O)=O)C=C1